t-butyliminotris(methylamino)niobium C(C)(C)(C)N=[Nb](NC)(NC)NC